trans-4-(methylsulfonylamino)cyclohexanecarboxylic acid methyl ester COC(=O)[C@@H]1CC[C@H](CC1)NS(=O)(=O)C